5-Azido-4'-((2-ethyl-5,7-dimethyl-3H-imidazo[4,5-b]pyridin-3-yl)methyl)-[1,1'-biphenyl]-2-carbonitrile N(=[N+]=[N-])C1=CC=C(C(=C1)C1=CC=C(C=C1)CN1C(=NC=2C1=NC(=CC2C)C)CC)C#N